6-methoxy-N-(piperidin-4-yl)quinolin-3-amine hydrochloride Cl.COC=1C=C2C=C(C=NC2=CC1)NC1CCNCC1